The molecule is a hept-2-enoic acid carrying a bromo- substituent at C-3. It is a monounsaturated fatty acid, a 2-heptenoic acid and a bromo fatty acid. It derives from an (E)-hept-2-enoic acid. CCCC/C(=C/C(=O)O)/Br